O=C(CCCC(=O)NN)C1=CC=CC=C1 5-oxo-5-phenylpentanhydrazide